ClC1=C(C(=C(CC(C(=O)N)CC)C=C1)F)C#N (4-chloro-3-cyano-2-fluorobenzyl)butanamide